8-iodooctane ICCCCCCCC